C(C)(C)(C)OC(=O)N1CC(=CCC1)C1=NC=C(C=C1)C(C(=O)OC)C 5-(1-methoxy-1-oxo-2-propyl)-5',6'-dihydro-[2,3'-bipyridine]-1'(2'H)-carboxylic acid tert-butyl ester